C(C)(C)(C)S(=O)N(C1(COC1)C1=CC=C(C=C1)C(C(=O)OCC=C)C1CCCCC1)COCC[Si](C)(C)C (±)-allyl 2-[4-[3-[tert-butylsulfinyl(2-trimethylsilylethoxymethyl)amino]oxetan-3-yl] phenyl]-2-cyclohexyl-acetate